3-((3R)-3-((5-(5-(methylsulfinyl)thiazol-2-yl)-1H-pyrrolo[2,3-b]pyridin-4-yl)amino)piperidin-1-yl)-3-oxopropanenitrile CS(=O)C1=CN=C(S1)C=1C(=C2C(=NC1)NC=C2)N[C@H]2CN(CCC2)C(CC#N)=O